tert-butyl 2-(5-aminopyridin-3-yl)azetidine-1-carboxylate NC=1C=C(C=NC1)C1N(CC1)C(=O)OC(C)(C)C